(2R,5R)-2-{[(5-chloropyridin-2-yl)oxy]methyl}-5-methyl-4-{[2-(2H-1,2,3-triazol-2-yl)phenyl]carbonyl}thiomorpholine ClC=1C=CC(=NC1)OC[C@H]1CN([C@@H](CS1)C)C(=O)C1=C(C=CC=C1)N1N=CC=N1